4-(aminomethyl)-6-(2-methylpyridin-3-yl)phthalazin-1(2H)-one NCC1=NNC(C2=CC=C(C=C12)C=1C(=NC=CC1)C)=O